benzyl 3-(3,3-dimethylpyrrolidine-1-carbonyl)-3-methoxy-pyrrolidine-1-carboxylate CC1(CN(CC1)C(=O)C1(CN(CC1)C(=O)OCC1=CC=CC=C1)OC)C